N-((2S)-1,1-dicyclopropyl-3-((2-((R)-4-isopropyl-2-oxoimidazolidin-1-yl)-2-(methylcarbamoyl)-2,3-dihydro-1H-inden-5-yl)amino)-3-oxopropan-2-yl)-4-methyl-1,2,5-oxadiazole-3-carboxamide C1(CC1)C([C@@H](C(=O)NC=1C=C2CC(CC2=CC1)(C(NC)=O)N1C(N[C@@H](C1)C(C)C)=O)NC(=O)C1=NON=C1C)C1CC1